BrC=1C(=NC(=C(C1)C)C)NC1=C2C(=NC=C1C)N(N=C2)C2OCCN2 3-bromo-5,6-dimethyl-N-[5-methyl-1-(oxazolidin-2-yl)-1H-pyrazolo[3,4-b]pyridin-4-yl]pyridin-2-amine